COCCOCCS(=O)(=O)C1=CC=C(C=C1)NC=1N=CC2=C(N1)CN(CC2)C2=C(C1=C(OCCN1)N=C2)C N-{4-[2-(2-methoxyethoxy)ethanesulfonyl]phenyl}-7-{8-methyl-1H,2H,3H-pyrido[2,3-b][1,4]oxazin-7-yl}-5H,6H,7H,8H-pyrido[3,4-d]pyrimidin-2-amine